1-(2,4-dinitrophenyl)-4,4'-bipyridine [N+](=O)([O-])C1=C(C=CC(=C1)[N+](=O)[O-])N1CC=C(C=C1)C1=CC=NC=C1